C[Si](CCOCC=1C2(C=3C(=NC=CC3)N1)CCC1=C(N=CO1)C2)(C)C (2-(trimethylsilyl)ethoxymethyl)-6,7-dihydro-4H-spiro[benzo[d]oxazole-5,3'-pyrrolo[2,3-b]pyridine]